ClC=1C=C(C=2N(N1)C=C(N2)C)C(F)(F)F 6-chloro-2-methyl-8-(trifluoromethyl)imidazo[1,2-b]pyridazine